(1S*,2R*,3R*,7S*,8R*)-4-isobutyl-1-benzylaminocarbonyl-2-benzyl-4,10-diaza-9-oxo-tricyclo[5.3.1.03,8]Undecane C(C(C)C)N1[C@@H]2[C@H]([C@]3(NC([C@@H]2[C@@H](CC1)C3)=O)C(=O)NCC3=CC=CC=C3)CC3=CC=CC=C3 |o1:5,6,7,10,11|